O1CC[C@@H]2[C@H]1CN(C2)S(=O)(=O)C=2C=CC(=C(C2)C2=CN=C1C(=NC=NN12)N)C 7-(5-((cis-Hexahydro-5H-furo[2,3-c]pyrrol-5-yl)sulfonyl)-2-methylphenyl)imidazo[2,1-f][1,2,4]triazin-4-amine